ClC=1C=C(C=CC1Cl)NC(=O)N1[C@H]2CC[C@@H]1CC=1N=CN=CC12 (5S,8R)-N-(3,4-dichlorophenyl)-6,7,8,9-tetrahydro-5H-5,8-epiminocyclohepta[d]pyrimidine-10-carboxamide